(2-((2-methoxyethoxy)methyl)-6-(trifluoromethyl)pyridin-3-yl)-2-methylpyridazin-3(2H)-one COCCOCC1=NC(=CC=C1C=1C(N(N=CC1)C)=O)C(F)(F)F